C12CN(CC(CC1)N2)C2=NC(=NC1=C(C(=C(C=C21)C(F)(F)F)C2=CC=C(C=1SC(=C(C12)C#N)N)F)F)OCC1(COCC1)F 4-(4-(3,8-diazabicyclo[3.2.1]octan-3-yl)-8-fluoro-2-((3-fluorotetrahydrofuran-3-yl)methoxy)-6-(trifluoromethyl)quinazolin-7-yl)-2-amino-7-fluorobenzo[b]thiophene-3-carbonitrile